(2S,4r)-1-[(2S)-2-(4-cyclopropyltriazol-1-yl)-3,3-dimethyl-butyryl]-N-[(3S,4r)-1-[2-(dimethylamino)pyrimidin-4-yl]-4-methoxy-pyrrolidin-3-yl]-4-hydroxy-pyrrolidine-2-carboxamide C1(CC1)C=1N=NN(C1)[C@H](C(=O)N1[C@@H](C[C@H](C1)O)C(=O)N[C@H]1CN(C[C@H]1OC)C1=NC(=NC=C1)N(C)C)C(C)(C)C